1-(4-acetamido-benzyl)-4-phenethylpiperidine-4-carboxamide C(C)(=O)NC1=CC=C(CN2CCC(CC2)(C(=O)N)CCC2=CC=CC=C2)C=C1